C1(CC1)C=1N=CN(C1)C=1C=C(C=CC1)C1=NNC2=CC=C(C=C12)C1=NN=CN1 3-(3-(4-cyclopropyl-1H-imidazol-1-yl)phenyl)-5-(4H-1,2,4-triazol-3-yl)-1H-indazole